4-[(3S)-3-(aminomethyl)pyrrolidin-1-yl]-5-chloro-2-(2-fluoro-4-pyridinyl)-1H-pyrimidin-6-one NC[C@H]1CN(CC1)C=1N=C(NC(C1Cl)=O)C1=CC(=NC=C1)F